ClC=1C=C(C=CC1)C1=NN(C=N1)/C=C/C(=O)N (E)-3-(3-(3-chlorophenyl)-1H-1,2,4-triazol-1-yl)acrylamide